[V].CC([C@@H](C(=O)OCCCC)N(C(=O)[C@@H]1CNCC1)C)C butyl (2S)-3-methyl-2-[N-methyl-1-(3S)-pyrrolidin-3-ylformamido]butanoate vanadium